(R) or (S)-4-(2-(2-(pyridin-3-yl)pyrrolidin-1-yl)ethyl)morpholine N1=CC(=CC=C1)[C@@H]1N(CCC1)CCN1CCOCC1 |o1:6|